(2-aminoethoxymethyl)-2,5,9-trimethylfuro[3,2-g]chroman-7-one NCCOCC1=C(OC2=C1C=C1C(CC(OC1=C2C)=O)C)C